CC1CC(CCC1)C(COCC)(COC)CC[Si](C)(C1=CC=C(C=C1)Cl)C1=CC=C(C=C1)Cl 2-(3-methylcyclohexyl)-2-(2-(bis(4-chlorophenyl)(methyl)silyl)ethyl)-1-ethoxy-3-methoxy-propane